Tert-butyl N-{4-[3-(8-{2-[(2,2-difluoroethyl)(isopropyl)carbamoyl]-4-fluorophenyl}-1-fluoro-3-methylimidazo[1,5-a]pyridin-6-yl)azetidin-1-yl]-5-methylhexyl}-N-methylcarbamate FC(CN(C(=O)C1=C(C=CC(=C1)F)C=1C=2N(C=C(C1)C1CN(C1)C(CCCN(C(OC(C)(C)C)=O)C)C(C)C)C(=NC2F)C)C(C)C)F